FC1=CC=C(OC2=CC=C(C=C2)N2N=C3C(NCC[C@H]3N3CCN(CC3)C(C=C)=O)=C2C(=O)N)C=C1 (7R)-2-[4-(4-fluorophenoxy)phenyl]-7-[4-(prop-2-enoyl)piperazin-1-yl]-4,5,6,7-tetrahydro-2H-pyrazolo[4,3-b]pyridine-3-carboxamide